C1(CC1)N1CCP(CC1)(C1=CC(=C(C=C1)NC1=CC(=C2C(=N1)NC=C2C(F)(F)F)NCCOC)OC)=O 1-cyclopropyl-4-(3-methoxy-4-((4-((2-methoxyethyl)amino)-3-(trifluoromethyl)-1H-pyrrolo[2,3-b]pyridin-6-yl)amino)phenyl)-1,4-azaphosphinane 4-oxide